FC1=C(OCC(=O)[C@H]2C[C@H]([C@H]3[C@@H]4CC[C@@H]5C[C@](CC[C@@H]5[C@H]4CC[C@]23C)(C)O)C)C=CC(=C1)F 2-(2,4-difluorophenoxy)-1-((3R,5R,8R,9R,10S,13S,14S,15R,17S)-3-hydroxy-3,13,15-trimethylhexadecahydro-1H-cyclopenta[a]phenanthren-17-yl)ethan-1-one